C(C)N1C=C(C(N(S1(=O)=O)C)C1=CC=CC=C1)C(=O)NCC1=CC=C(C=C1)OC 6-Ethyl-N-(4-methoxybenzyl)-2-methyl-3-phenyl-3,6-dihydro-2H-1,2,6-thiadiazine-4-carboxamide 1,1-dioxide